C(CCCCCCCCCCCCCCCCC)[Si](Br)(CCCCCCCCCCCCCCCCCC)CCCCCCCCCCCCCCCCCC trioctadecylbromosilane